(2s,3r,4s)-L-4-hydroxyisoleucine O[C@H]([C@@H]([C@H](N)C(=O)O)C)C